C(=C)OP(=O)(C1=CC=CC=C1)C(C(C)(C)C)=O Vinyl-pivaloylphenylphosphinat